1,2-ethanediamine C(CN)N